1-(trifluoromethyl)-2,3-bis(methyl)-propanesultone FC(C1C(C(OS1(=O)=O)C)C)(F)F